((2-((4aR,8aS)-3-oxooctahydro-2H-pyrido[4,3-b][1,4]oxazine-6-carbonyl)-2-azaspiro[3.5]nonan-7-ylidene)methyl)boronic acid O=C1N[C@H]2[C@@H](OC1)CCN(C2)C(=O)N2CC1(C2)CCC(CC1)=CB(O)O